BrC=1C=C(C(=NC1)[N+](=O)[O-])OC(C)C1=C(C=CC(=C1)F)C1=NC=NN1 (5-(2-(1-((5-bromo-2-nitropyridin-3-yl)oxy)ethyl)-4-fluorophenyl))-1H-1,2,4-triazol